C(C)(=O)NC1C(OC(C(C1OC(C)=O)OC(C)=O)COC(C)=O)OCCCCC(=O)NCCCCC(=O)NCCN(C(CCCC(=O)O)=O)CCNC(CCCCNC(CCCCOC1OC(C(C(C1NC(C)=O)OC(C)=O)OC(C)=O)COC(C)=O)=O)=O 5-[bis[2-[5-[5-[3-acetamido-4,5-diacetoxy-6-(acetoxymethyl)tetrahydropyran-2-yl]oxypentanoylamino]pentanoylamino]ethyl]amino]-5-oxo-pentanoic acid